ClC1=C(C(=C2C(=N1)N(C=N2)[C@H]2[C@@H]([C@@H]([C@H](O2)COCP(O)(O)=O)O)O)NNC2CCCC2)C#N [(2R,3S,4R,5R)-5-[5-chloro-6-cyano-7-(cyclopentylaminoamino)imidazo[4,5-b]pyridin-3-yl]-3,4-dihydroxy-tetrahydrofuran-2-yl]methoxymethylphosphonic acid